FC(C1=C(C=C2CCCN(C2=C1)C1=NN(C2=C1CN(CC2)C(=O)NC)C2CCC(CC2)=O)C=2C=NN(C2)C)F 3-(7-(difluoromethyl)-6-(1-methyl-1H-pyrazol-4-yl)-3,4-dihydroquinolin-1(2H)-yl)-N-methyl-1-(4-oxocyclohexyl)-1,4,6,7-tetrahydro-5H-pyrazolo[4,3-c]pyridine-5-carboxamide